N[C@@H]([C@H](O)C)C(=O)NO.CNC(C1=C(C=CC=C1)C=CC)=O N-methyl-propenyl-benzamide Threoninehydroxamate